N-(p-methoxycarbonylphenyl)pyridinium COC(=O)C1=CC=C(C=C1)[N+]1=CC=CC=C1